BrC=1C=C2C=NN(C2=CC1OC)C1CN(C1)C 5-bromo-6-methoxy-1-(1-methylazetidin-3-yl)-1H-indazole